COC1=C(CNC2=NC(=C3NC=NC3=N2)N)C=CC(=C1)OC 2-(2,4-dimethoxybenzylamino)-6-aminopurine